1-(4-Cyano-2-pyridyl)piperidine-4-carboxylic acid trifluoroacetic acid salt FC(C(=O)O)(F)F.C(#N)C1=CC(=NC=C1)N1CCC(CC1)C(=O)O